4-[4-[[2-[2-[Tert-butoxycarbonyl(2,2,2-trifluoroethyl)amino]-4-pyridyl]oxazole-4-carbonyl]amino]-3-[2-(dimethylamino)ethylcarbamoyl]pyrazol-1-yl]benzoic acid C(C)(C)(C)OC(=O)N(C1=NC=CC(=C1)C=1OC=C(N1)C(=O)NC=1C(=NN(C1)C1=CC=C(C(=O)O)C=C1)C(NCCN(C)C)=O)CC(F)(F)F